4-[2,2'-bis(carboxymethyl)propyldioxy]thiophene C(=O)(O)CC(COOC=1C=CSC1)(C)CC(=O)O